3-oxo-2,4-dihydropyrido[3,4-b]pyrazine-1-carboxylic acid tert-butyl ester C(C)(C)(C)OC(=O)N1C2=C(NC(C1)=O)C=NC=C2